COCC(=O)NC1=NC(=CC(=N1)C=1C=C(C#N)C=CC1)C=1N=NN(C1)CC1=NC(=CC=C1)C(C)OC m-[2-(2-methoxyacetylamino)-6-(1-{[6-(1-methoxyethyl)-2-pyridinyl]methyl}-1H-1,2,3-triazol-4-yl)-4-pyrimidinyl]benzonitrile